(+)-N3-(5-(1-amino-1-(4-cyanophenyl)-3-cyclopropylpropyl)-2-fluorophenyl)-1-(3-(aminomethyl)phenyl)-1H-pyrazole-3,5-dicarboxamide NC(CCC1CC1)(C1=CC=C(C=C1)C#N)C=1C=CC(=C(C1)NC(=O)C1=NN(C(=C1)C(=O)N)C1=CC(=CC=C1)CN)F